4-(cyclohex-1-en-1-ylmethyl)-1-methyl-3,4-dihydroquinolin-2(1H)-one C1(=CCCCC1)CC1CC(N(C2=CC=CC=C12)C)=O